C(#N)C1=C[C@@](CC(C1=O)(C)C)(C)N(C(=O)C1(CC1)C(F)(F)F)C N-[(1S)-3-cyano-1,5,5-trimethyl-4-oxocyclohex-2-en-1-yl]-N-methyl-1-(trifluoromethyl)cyclopropane-1-carboxamide